C(=O)[O-].C(=O)[O-].P(=O)(O)(O)OO.[Mg+2] magnesium monoperoxyphosphate diformate